O=C1NC(CCC1OC1=CC=C(C=N1)S(=O)(=O)F)=O 6-((2,6-dioxopiperidin-3-yl)oxy)pyridine-3-sulfonyl fluoride